C1(CCCCC1)NC=1SC(=C(N1)C)C=1C=CC(=C(C1)S(=O)(=O)NC1=C(C=C(C=C1)O)C)OC 5-[2-(cyclohexylamino)-4-methyl-thiazol-5-yl]-N-(4-hydroxy-2-methylphenyl)-2-methoxy-benzenesulfonamide